FC=1C(=NC(=NC1)NC1=CC=C(C=C1)N1CCOCC1)OCC1CCC(CC1)C#N 4-(((5-fluoro-2-((4-morpholinophenyl)amino)pyrimidin-4-yl)oxy)methyl)cyclohexane-1-carbonitrile